CC1=C(C=NC(=C1)C(F)(F)F)S(=O)(=O)N1CC2(C1)CN(C2)CC2CCOCC2 2-((4-methyl-6-(trifluoromethyl)pyridin-3-yl)sulfonyl)-6-((tetrahydro-2H-pyran-4-yl)methyl)-2,6-diazaspiro[3.3]heptane